C(C)(=O)N1CCC(CC1)C1=NN(C=2C=CC=C(C12)C1=CC=C2C=NN(C2=C1)C)CC(=O)NCC(=O)NCC(=O)O (2-(3-(1-acetylpiperidin-4-yl)-1'-methyl-1H,1'H-[4,6'-biindazol]-1-yl)acetyl)glycylglycine